CC1=CC=C(C=C1)S(=O)(=O)O.COCC=1C=CC=C(C1)P(C)C 5-(methoxymethyl)phenyl-dimethylphosphine mono-p-toluenesulfonate